OC1=C(C=C(C=C1C(C)(C)C)CCC(=O)O)C(C)(C)C 3-(4'-hydroxy-3',5'-di-tert-butylphenyl)propanoic acid